C(C1=CC=CC=C1)N1CCC(CC1)(C#CC1CC1)CC(C)(S(=O)N)C (1-Benzyl-4-(cyclopropylethynyl)piperidin-4-yl)-2-methylpropane-2-sulfinamide